NC=1SC(=NN1)CC1=CC=CC=C1 2-amino-5-benzyl-1,3,4-thiadiazole